FC(CN1N=CC=2C1=NC(=CN2)N2CCC1(CCN(C1)C1=NC=C(C=C1F)C(F)(F)F)CC2)F 8-(1-(2,2-difluoroethyl)-1H-pyrazolo[3,4-b]pyrazin-6-yl)-2-(3-fluoro-5-(trifluoromethyl)pyridin-2-yl)-2,8-diazaspiro[4.5]decane